N=[S@]1(C[C@@H](C=C1)NC(=O)OCC1=CC=CC=C1)=O benzyl {[(1R,3R)-1-azanylidene-1-oxo-2,3-dihydrothiophen-3-yl] amino}methanoate